4-(dimethylamino)azobenzene CN(C1=CC=C(C=C1)N=NC1=CC=CC=C1)C